C(C)(C)(C)C1=C(C(=CC(=C1)C(C)(C)C)CO)O 2,4-di-tert-butyl-6-hydroxymethyl-phenol